ClC1=CC=C(C=C1)C1=C(N(C=C1)C1=C(C=CC=C1)C(F)(F)F)C=1C=CC=C(C#N)C1 5-(4-chlorophenyl-1-(2-(trifluoromethyl)phenyl)-1H-pyrrol-2-yl)benzonitrile